[(2S,3S,4S,5R,6R)-3,4,5-trihydroxy-6-[2-methyl-4-[3-(methylcarbamoyl)phenyl]phenoxy]tetrahydropyran-2-yl]methyl 2-dimethylaminoacetate CN(CC(=O)OC[C@@H]1O[C@@H]([C@@H]([C@H]([C@@H]1O)O)O)OC1=C(C=C(C=C1)C1=CC(=CC=C1)C(NC)=O)C)C